ClC1=C2C=C(N(C2=CC=C1OC)C)C(=O)NC1(COC1)C1=CC=C(C=C1)CC(=O)O 2-{4-[3-(4-chloro-5-methoxy-1-methyl-1H-indole-2-amido)oxetan-3-yl]phenyl}acetic acid